ClC=1C=C(C=C(C1OC(C(F)F)(F)F)Cl)N=C=O 3,5-dichloro-4-(1,1,2,2-tetrafluoroethoxy)phenyl isocyanate